(S)-3-amino-3-(3,5-dichlorophenyl)propionic acid methyl ester COC(C[C@@H](C1=CC(=CC(=C1)Cl)Cl)N)=O